2-(8-(((1S,3S)-3-((tert-butoxycarbonyl)amino)cyclopentyl)amino)spiro[cyclopenta[d]pyrazolo[1,5-a]Pyrimidine-5,1'-cyclopentane]-6(7H)-ylidene)ethyl benzoate C(C1=CC=CC=C1)(=O)OCC=C1CC=2C(=NC=3N(C2N[C@@H]2C[C@H](CC2)NC(=O)OC(C)(C)C)N=CC3)C13CCCC3